5-Fluoro-3-iodo-1H-indole-2-carboxylic acid isopentyl ester C(CC(C)C)OC(=O)C=1NC2=CC=C(C=C2C1I)F